1-(4-fluorobenzyl)-3-(4-isobutoxybenzyl)-1-((1-isopropylazetidin-3-yl)methyl)urea FC1=CC=C(CN(C(=O)NCC2=CC=C(C=C2)OCC(C)C)CC2CN(C2)C(C)C)C=C1